2-(3-chlorophenyl)-2-methoxypropan-1-amine ClC=1C=C(C=CC1)C(CN)(C)OC